2-(4-(benzyloxy)-3-(methoxy-d3)phenyl)acetonitrile C(C1=CC=CC=C1)OC1=C(C=C(C=C1)CC#N)OC([2H])([2H])[2H]